C1(CCCCC1)C(C(CCCCOC1=NC=CC=C1)C)NS(=O)(=O)C1=CC=C(C=C1)C N-(1-cyclohexyl-2-methyl-6-(pyridin-2-yloxy)hexyl)-4-methylbenzenesulfonamide